1-isopropyl-1,2-dihydro-3H-pyrazolo[3,4-b]pyridin-3-one C(C)(C)N1NC(C=2C1=NC=CC2)=O